piperidine-4-carboxylic acid Tritrifluoroacetate FC(C(=O)O)(F)F.FC(C(=O)O)(F)F.FC(C(=O)O)(F)F.N1CCC(CC1)C(=O)O